ethyl 4-methyl-2-phenyl-1-methoxy-1H-imidazole-5-carboxylate CC=1N=C(N(C1C(=O)OCC)OC)C1=CC=CC=C1